menthyl-(2-methoxyethoxy)-acetate C1(CC(C(CC1)C(C)C)C(C(=O)[O-])OCCOC)C